2-(4-chlorophenyl)-3-((R)-3-fluoropyrrolidin-1-yl)-1-(4-((5R,7R)-7-hydroxy-5-methyl-6,7-dihydro-5H-cyclopenta[d]pyrimidin-4-yl)piperazin-1-yl)propan-1-one ClC1=CC=C(C=C1)C(C(=O)N1CCN(CC1)C=1C2=C(N=CN1)[C@@H](C[C@H]2C)O)CN2C[C@@H](CC2)F